N2-(2-methyl-4-(piperidin-1-yl)phenyl)spiro[3.3]heptane-2,6-diamine CC1=C(C=CC(=C1)N1CCCCC1)NC1CC2(C1)CC(C2)N